2-(3-((2-((4-(4-aminopiperidin-1-yl)-3-methoxyphenyl)amino)-5-methylthieno[2,3-d]pyrimidine-4-yl)amino)phenyl)propan-2-ol NC1CCN(CC1)C1=C(C=C(C=C1)NC=1N=C(C2=C(N1)SC=C2C)NC=2C=C(C=CC2)C(C)(C)O)OC